C(CCCCCCC\C=C/CCCCCCCC)(=O)CC(CN1CCN(CC1)C)C(CCCCCCC\C=C/CCCCCCCC)=O 1,2-dioleoyl-3-(N-methylpiperazino)propane